BrC1=CC=CC(=N1)C(=O)NC=1C=NC(=CC1)C(F)(F)F 6-bromo-N-(6-(trifluoromethyl)pyridin-3-yl)picolinamide